Ethyl-3-(2-((tert-butyldimethylsilyl)oxy)ethyl)-7-(2-cyanoethyl)-5-oxo-6,7-dihydro-5H-pyrrolo[1,2-c]imidazole-7-carboxylate C(C)OC(=O)C1(CC(N2C(=NC=C21)CCO[Si](C)(C)C(C)(C)C)=O)CCC#N